FC1=C(C=C2C=CC(N(C2=C1)C1=C(C=C(C(=C1)F)C1CC(C1)C(F)(F)F)OC)=O)S(=O)(=O)NC1=NOC=C1 (P)-7-fluoro-1-(5-fluoro-2-methoxy-4-((1R,3R)-3-(trifluoromethyl)cyclobutyl)phenyl)-N-(isoxazol-3-yl)-2-oxo-1,2-dihydroquinoline-6-sulphonamide